bismuth (neodecanoate) C(CCCCCC(C)(C)C)(=O)[O-].[Bi+3].C(CCCCCC(C)(C)C)(=O)[O-].C(CCCCCC(C)(C)C)(=O)[O-]